C(C1=CC=CC=C1)[N+](=C\C=C(\CCC=C(C)C)/C)[O-] (2E)-N-benzyl-3,7-dimethylocta-2,6-dien-1-imine oxide